C(C1=CC=CC=C1)OC1=CC(=CC=C1)C(CI)C1CC1 1-(benzyl-oxy)-3-(1-cyclopropyl-2-iodoethyl)benzene